ClC1=C(C=CC(=C1)F)CC(=O)NC1=CC(=NC=C1)N(C(C)=O)C1=CC(=C(C=C1)F)F N-{4-[2-(2-chloro-4-fluorophenyl)acetamido]pyridin-2-yl}-N-(3,4-difluorophenyl)acetamide